rac-Tert-butyl (R)-3-isobutyl-1-oxo-5-(4,4,5,5-tetramethyl-1,3,2-dioxaborolan-2-yl)isoindoline-2-carboxylate C(C(C)C)[C@H]1N(C(C2=CC=C(C=C12)B1OC(C(O1)(C)C)(C)C)=O)C(=O)OC(C)(C)C |r|